F[C@@H]1[C@@H](C1)C=O |r| [rac-(1S,2S)-2-fluorocyclopropyl]methanone